8-bromo-5-chloro-6-fluoro-[1,2,4]triazolo[1,5-a]pyridine BrC=1C=2N(C(=C(C1)F)Cl)N=CN2